triethylammonium tetrakis(2,6-difluorophenyl)borate FC1=C(C(=CC=C1)F)[B-](C1=C(C=CC=C1F)F)(C1=C(C=CC=C1F)F)C1=C(C=CC=C1F)F.C(C)[NH+](CC)CC